C1(=CC=CC=C1)C=1N=NC=C(C1C(=O)[O-])C1=CC=CC=C1 3,5-diphenylpyridazine-4-carboxylate